COC1=CC=C(CN)C=C1 N-para-methoxybenzylamine